Cl.F[C@H]1CN(CC1)C1=CC=C(C=N1)C=1C=C2N(N1)C(N(C2)C2=CN=C(S2)C)=O (R)-2-(6-(3-fluoropyrrolidin-1-yl)pyridin-3-yl)-5-(2-methylthiazol-5-yl)-4,5-dihydro-6H-imidazo[1,5-b]pyrazol-6-one hydrochloride